4-[4-(6-butylsulfonyloxy-1,5-dihydro-3H-2,4-benzodioxepin-3-yl)-2-thiazolyl]-1-[2-(2,5-dimethylphenyl)acetyl]piperidine C(CCC)S(=O)(=O)OC1=CC=CC=2COC(OCC21)C=2N=C(SC2)C2CCN(CC2)C(CC2=C(C=CC(=C2)C)C)=O